FC1=CC=C(C=C1)C1=NN=C(O1)NC1CC2(CC(C2)OC2=C(C(=O)N)C=CC=N2)C1 2-(((2s,4s,6s)-6-((5-(4-fluorophenyl)-1,3,4-oxadiazol-2-yl)amino)spiro[3.3]heptane-2-yl)oxy)nicotinamide